cyclobutane-carbohydrazide C1(CCC1)C(=O)NN